CC1=CC=C(C=C1)S(=O)(=O)OCCC1OC(OC1)CCC#N 2-(2-(2-cyanoethyl)-1,3-dioxolan-4-yl)ethyl 4-toluenesulfonate